ClC1=CC(=C(C=C1)[C@@]1(OC2=C(O1)C=CC=C2N2CCN([C@H]1CC[C@H]21)CC2=NC1=C(N2C[C@H]2OCC2)C=CC=C1)C)F 2-(((1S,6S)-5-((S)-2-(4-Chloro-2-fluorophenyl)-2-methylbenzo[d][1,3]dioxol-4-yl)-2,5-diazabicyclo[4.2.0]octan-2-yl)methyl)-1-(((S)-oxetan-2-yl)methyl)-1H-benzo[d]imidazole